N-[6-[[4-(2,2-dimethyl-3H-furo[2,3-c]pyridin-5-yl)thiazol-2-yl]amino]-5-(trifluoromethyl)-3-pyridyl]-N-methyl-acetamide CC1(CC=2C(=CN=C(C2)C=2N=C(SC2)NC2=C(C=C(C=N2)N(C(C)=O)C)C(F)(F)F)O1)C